6-(4-methoxy-3-methylphenyl)-1-(3,4,5-trimethoxyphenyl)-1,3-dihydro-2H-imidazo[4,5-c]pyridin-2-one COC1=C(C=C(C=C1)C1=CC2=C(C=N1)NC(N2C2=CC(=C(C(=C2)OC)OC)OC)=O)C